NCC=1C=C(C=CC1)C1CCN(CC1)C(=O)C1=CC(=CC=C1)N1C[C@@H]([C@@H](C1)O)O (4-(3-(aminomethyl)phenyl)piperidin-1-yl)(3-((3S,4R)-3,4-dihydroxypyrrolidin-1-yl)phenyl)methanone